3-(2,5-difluoro-4-nitrophenyl)-6-(Trifluoromethyl)pyrimidine-2,4(1H,3H)-dione FC1=C(C=C(C(=C1)[N+](=O)[O-])F)N1C(NC(=CC1=O)C(F)(F)F)=O